(R)-7-(4-bromo-3-(trifluoromethyl)benzoyl)-2-(((S)-but-3-en-2-yl)amino)-6-methyl-3-(1-methyl-1H-benzo[d]imidazol-5-yl)-5,6,7,8-tetrahydropyrido[3,4-d]pyrimidin-4(3H)-one BrC1=C(C=C(C(=O)N2CC=3N=C(N(C(C3C[C@H]2C)=O)C2=CC3=C(N(C=N3)C)C=C2)N[C@@H](C)C=C)C=C1)C(F)(F)F